N-(4-(4-amino-2,7-dimethyl-7H-pyrrolo[2,3-d]pyrimidin-5-yl)-3-fluorophenyl)-2-(3-fluoro-5-(trifluoromethyl)phenyl)-2-hydroxyacetamide NC=1C2=C(N=C(N1)C)N(C=C2C2=C(C=C(C=C2)NC(C(O)C2=CC(=CC(=C2)C(F)(F)F)F)=O)F)C